FC1CCC(CC1)F 1,4-difluorocyclohexane